NC=1C(NC(N(N1)C1=CC(=C(C(=C1)Cl)OC=1N=NC(=C(C1)C1=CC2=CC=CC=C2C=C1)Cl)Cl)=O)=O 6-amino-2-(3,5-dichloro-4-[[6-chloro-5-(naphthalen-2-yl)pyridazin-3-yl]oxy]phenyl)-4H-1,2,4-triazine-3,5-dione